NCCC Aminopropan